ClC1=CC2=C(N(C(C(N2C)=O)=O)C2CCN(CC2)C2=NC=C(C=N2)COC(C)C)N=C1 7-chloro-4-(1-(5-(isopropoxymethyl)pyrimidin-2-yl)piperidin-4-yl)-1-methyl-1,4-dihydropyrido[2,3-b]pyrazine-2,3-dione